Bis-triethoxysilylpropyl disulphide C(C)O[Si](OCC)(OCC)C(CCSSCCC([Si](OCC)(OCC)OCC)[Si](OCC)(OCC)OCC)[Si](OCC)(OCC)OCC